2-Fluoro-3-hydroxy-5-(3-methyl-5-(7-oxa-4-azaspiro[2.5]octan-4-yl)-1H-pyrazolo[3,4-c]pyridin-1-yl)benzamide FC1=C(C(=O)N)C=C(C=C1O)N1N=C(C=2C1=CN=C(C2)N2C1(CC1)COCC2)C